C1(CCCC1)CC=1NC(=NN1)C(=O)NC1=NC=CC(=C1)C1=C(C=CC(=C1)OCCCCC(C)(C)O)C(F)(F)F 5-(cyclopentylmethyl)-N-(4-(5-((5-hydroxyl-5-methylhexyl)oxy)-2-(trifluoromethyl)phenyl)pyridin-2-yl)-4H-1,2,4-triazole-3-carboxamide